COC([C@H](C[C@@H](CCCCC=C)C)C)=O (2s,4r)-(+)-2,4-dimethyl-9-decenoic acid methyl ester